6-chloro-5-fluoropyridin ClC1=C(C=CC=N1)F